C(C)OC=1C(C(=O)OCCO)=CC=CC1 ethylene glycol (ethyl salicylate)